C1(CCC1)N1C(=NC2=C1C=CC=C2)C=2N(C(C(=C(N2)C(=O)NC=2C=NN(C2)C)O)=O)C 2-(1-cyclobutyl-1H-benzo[d]imidazol-2-yl)-5-hydroxy-1-methyl-N-(1-methyl-1H-pyrazol-4-yl)-6-oxo-1,6-dihydropyrimidine-4-carboxamide